4-[3-(ethoxycarbonyl)cyclobutyl]-2,6-dimethylpiperazine-1-carboxylic acid tert-butyl ester C(C)(C)(C)OC(=O)N1C(CN(CC1C)C1CC(C1)C(=O)OCC)C